O1CCC(CC1)C(=O)[O-] tetrahydropyran-4-carboxylat